N1N=CC2=C1C=CC=N2 pyridoDiazole